ClC1=C(C=CC(=C1)Cl)OCC(=O)O 2,4-dichlorobenzeneOxyacetic acid